C(C)(C)N1N=C(N=C1C1=CC=C(C=C1)CN)C(F)(F)F (4-(1-isopropyl-3-(trifluoromethyl)-1H-1,2,4-triazol-5-yl)phenyl)methanamine